NC1=C(C=CC(=C1F)Br)N1C(=CC(=C1)F)C(=O)OC methyl 1-(2-amino-4-bromo-3-fluorophenyl)-4-fluoro-1H-pyrrole-2-carboxylate